ClC1=CC=C(S1)CC(=O)N 2-(5-chloro-thiophene-2-yl)acetamide